1-(2-Chloro-5-{5,5-difluoro-2,7-diazaspiro[3.5]nonane-7-carbonyl}phenyl)-1,3-diazinane-2,4-dione ClC1=C(C=C(C=C1)C(=O)N1CC(C2(CNC2)CC1)(F)F)N1C(NC(CC1)=O)=O